C(C=C)N=C(C1=CC=C(C=C1)F)NC=1C=CC=2N(C1)C(=CN2)Br N'-allyl-N-(3-bromoimidazo[1,2-a]pyridin-6-yl)-4-fluoro-benzamidine